methyl (7S)-3-{2-[(3S)-3-acetamidopyrrolidin-1-yl]ethyl}-7-methyl-2-[2-(1H-pyrazol-1-yl)ethyl]-3H,6H,7H,8H,9H-imidazo[4,5-f]quinoline-6-carboxylate C(C)(=O)N[C@@H]1CN(CC1)CCN1C(=NC2=C3CC[C@@H](N(C3=CC=C21)C(=O)OC)C)CCN2N=CC=C2